N-((1-((2-(3,5-dichlorophenyl)-6-((6-(3,3-dimethylpiperazin-1-yl)pyridin-3-yl)oxy)pyridin-4-yl)methyl)piperidin-4-yl)methyl)acetamide ClC=1C=C(C=C(C1)Cl)C1=NC(=CC(=C1)CN1CCC(CC1)CNC(C)=O)OC=1C=NC(=CC1)N1CC(NCC1)(C)C